NC1=C(C=C(C=N1)C=1C=C2N(N1)CC[C@]21CN(CC1)C(=O)NC1(CCC1)C1=CC=NC=C1)OC(F)F |r| (rac)-2'-[6-amino-5-(difluoromethoxy)pyridin-3-yl]-N-[1-(pyridin-4-yl)cyclobutyl]-5',6'-dihydrospiro[pyrrolidine-3,4'-pyrrolo[1,2-b]pyrazole]-1-carboxamide